C(C=CC=CC=CC)=O octatrienal